O=C1NCCC2=C(C=CC=C12)NC1=NC(=NC=C1C(=O)N)NC1=CC(=CC=C1)C(C)C 4-[(1-oxo-1,2,3,4-tetrahydroisoquinolin-5-yl)amino]-2-{[3-(propan-2-yl)phenyl]amino}pyrimidine-5-carboxamide